hydroxyethylidenebisphosphonic acid, chloride OCC(P(=O)(Cl)Cl)P(=O)(Cl)Cl